5-oxo-4-propyl-4,5-dihydro-1H-1,2,4-triazole O=C1N(C=NN1)CCC